4-(benzyloxy)-N-phenylaniline C(C1=CC=CC=C1)OC1=CC=C(NC2=CC=CC=C2)C=C1